NC1=NC=NN2C1=C(C=C2C=2C=C(C(=C(C(=O)N[C@@H]1CN(C[C@@H]1F)C(C1=C(C=CC=C1)F)=O)C2)Cl)F)C(F)(F)F 5-[4-amino-5-(trifluoromethyl)pyrrolo[2,1-f][1,2,4]triazin-7-yl]-2-chloro-3-fluoro-N-[(3R,4S)-4-fluoro-1-(2-fluorobenzoyl)pyrrolidin-3-yl]benzamide